FC(CC)=O 3-fluoro-3-propanone